1-N'-[6-(6-carbamoyl-7-methoxyquinolin-4-yl)oxy-5-fluoropyridin-3-yl]-l-N-(4-fluorophenyl)cyclopropane-1,1-dicarboxamide C(N)(=O)C=1C=C2C(=CC=NC2=CC1OC)OC1=C(C=C(C=N1)NC(=O)C1(CC1)C(=O)NC1=CC=C(C=C1)F)F